bis[2,4-bis(2-methylbutan-2-yl)phenyl] 4-(2-methylbutan-2-yl)phenyl phosphite P(OC1=C(C=C(C=C1)C(C)(CC)C)C(C)(CC)C)(OC1=C(C=C(C=C1)C(C)(CC)C)C(C)(CC)C)OC1=CC=C(C=C1)C(C)(CC)C